1-((2R,3R,4R,5R)-3-((tert-butyldimethylsilyl)oxy)-5-(((tert-butyldimethylsilyl)oxy)methyl)-4-((methyldisulfaneyl)methoxy)tetrahydrofuran-2-yl)pyrimidine-2,4(1H,3H)-dione [Si](C)(C)(C(C)(C)C)O[C@H]1[C@@H](O[C@@H]([C@H]1OCSSC)CO[Si](C)(C)C(C)(C)C)N1C(NC(C=C1)=O)=O